2,5-bis(trifluoromethyl)benzyl alcohol FC(C1=C(CO)C=C(C=C1)C(F)(F)F)(F)F